C(CCCCCC)OC(CCC(OC(OCCN(CCOC(OC(CCC(=O)OCCCCCCC)CCC(OCCCCCCC)=O)=O)CCN(CC)CC)=O)CCC(=O)OCCCCCCC)=O.COC=1C=C(N)C=CC1 3-methoxyaniline Diheptyl-10-(2-(diethylamino)ethyl)-4,16-bis(3-(heptyloxy)-3-oxopropyl)-6,14-dioxo-5,7,13,15-tetraoxa-10-azanonadecanedioate